C1(CCCC1)COCC=1C=C2CCN3C(C2=CC1)=CC(=NC3=O)OC[C@H]3OCCOC3 9-Cyclopentylmethoxymethyl-2-((S)-1-[1,4]dioxan-2-ylmethoxy)-6,7-dihydro-pyrimido[6,1-a]isoquinolin-4-one